NC=1C2=C(N=CN1)N(C(=C2C2=CC=C(C=C2)OC2=NC=CC(=N2)C)C2=C(C(=NN2C)NC(C(=C)C)=O)C)C N-[5-(4-amino-7-methyl-5-[4-[(4-methylpyrimidin-2-yl)oxy]phenyl]pyrrolo[2,3-d]pyrimidin-6-yl)-1,4-dimethylpyrazol-3-yl]-2-methylprop-2-enamide